6-Cyano-3-[4-(1H-pyrazolo[3,4-b]pyridin-5-yl)-benzylamino]-pyrazine-2-carboxylic acid [(S)-1-(3,4-difluoro-phenyl)-ethyl]-amide FC=1C=C(C=CC1F)[C@H](C)NC(=O)C1=NC(=CN=C1NCC1=CC=C(C=C1)C=1C=C2C(=NC1)NN=C2)C#N